2-[5-Benzyloxy-4-(1,1-dimethyl-2-morpholino-ethyl)-2-fluoro-phenyl]acetic acid C(C1=CC=CC=C1)OC=1C(=CC(=C(C1)CC(=O)O)F)C(CN1CCOCC1)(C)C